O[C@]1([C@@H](CCC1)N1C(C=CC2=C1N=CN=C2)=O)C 8-((1R,2R)-2-hydroxy-2-methylcyclopentyl)pyrido[2,3-d]pyrimidin-7(8H)-one